C12(CC3CC(CC(C1)C3)C2)C2=C(C(=C(C(=O)N)C=C2)O)O adamantyldihydroxybenzamide